BrC1=C(C(=C2C(=NC(N(C2=C1)C1=C(C=CC=C1)C(C)C)=O)O)OCC1CN(CCN1)C(=O)OC(C)(C)C)Cl tert-butyl 3-(((7-bromo-6-chloro-4-hydroxy-1-(2-isopropylphenyl)-2-oxo-1,2-dihydroquinazolin-5-yl)oxy)methyl)piperazin-1-carboxylate